vanadium lithium phosphorus [P].[Li].[V]